methyl (5R,6S)-6-((R)-1-hydroxyethyl)-3-((E)-3-(2-methoxy-4-(((3-oxo-3H-phenoxazin-7-yl) oxy) methyl) phenoxy) prop-1-en-1-yl)-7-oxo-1-azabicyclo[3.2.0]hept-2-ene-2-carboxylate O[C@H](C)[C@@H]1[C@H]2CC(=C(N2C1=O)C(=O)OC)\C=C\COC1=C(C=C(C=C1)COC=1C=C2OC3=CC(C=CC3=NC2=CC1)=O)OC